Isobutyl (((cis-3-(2-amino-6-methoxy-9H-purin-9-yl)cyclobutyl)methoxy)(4-bromophenoxy)phosphoryl)-L-alaninate NC1=NC(=C2N=CN(C2=N1)[C@H]1C[C@H](C1)COP(=O)(OC1=CC=C(C=C1)Br)N[C@@H](C)C(=O)OCC(C)C)OC